3-[3-[[[(7S)-3,4-dimethoxybicyclo[4.2.0]octa-1,3,5-trien-7-yl]methyl]methylamino]propyl]-1,3-dihydro-2H-benzazepin COC=1C=C2C[C@@H](C2=CC1OC)CN(CCCC1CNC2=C(C=C1)C=CC=C2)C